BrC1=C(C=CC=C1)S(=O)(=O)N1[C@H]([C@H](CCC1)C(=O)NC1=CC(=C(C=C1)C)C(F)(F)F)C1=CC=C(C=C1)NC1CCCC1 (2R,3S)-1-((2-bromophenyl)sulfonyl)-2-(4-(cyclopentylamino)phenyl)-N-(4-methyl-3-(trifluoromethyl)phenyl)piperidine-3-carboxamide